(R,Z)-1-((tert-butylsulfinyl)imino)-4-((4-methoxybenzyl)oxy)-1,3-dihydrospiro[indene-2,4'-piperidine]-1'-carboxylic acid tert-butyl ester C(C)(C)(C)OC(=O)N1CCC2(CC1)/C(/C1=CC=CC(=C1C2)OCC2=CC=C(C=C2)OC)=N/[S@](=O)C(C)(C)C